NC=1N=NC(=CC1OC1CN(CCC1)C=1C=C(C=CC1)N1CCN(CC1)C(=O)OC(C)(C)C)Cl tert-butyl 4-(3-(3-((3-amino-6-chloropyridazin-4-yl)oxy)piperidin-1-yl)phenyl)piperazine-1-carboxylate